N1(C=NC=C1)C(=O)OC1CC(C1)C1=NC=CN=C1C(F)(F)F (1s,3s)-3-(3-(trifluoromethyl)pyrazin-2-yl)cyclobutyl 1H-imidazole-1-carboxylate